Tert-butyl ((6-(3-(dimethylamino)phenyl)pyrido[3,2-c]pyridazin-3-yl)methyl)carbamate CN(C=1C=C(C=CC1)C=1C=CC=2N=NC(=CC2N1)CNC(OC(C)(C)C)=O)C